N1(CCC1)C1=NC=CC(=C1Cl)SC=1C(=NC(=CN1)Cl)N 3-((2-(azetidin-1-yl)-3-chloropyridin-4-yl)thio)-6-chloropyrazin-2-amine